O=C1NC(CCC1N(C=1C=C(C=CC1)N1[C@@H](CN(C[C@@H]1C)CC(=O)OC(C)(C)C)C)C)=O tert-butyl 2-[(3R,5S)-4-[3-[(2,6-dioxo-3-piperidyl)-methyl-amino]phenyl]-3,5-dimethyl-piperazin-1-yl]acetate